O=C1NC=C(C(N1)=O)C=1C=C(C=2N(N1)C=CN2)[C@@H]2[C@H](C2)C=2C=C(C(=O)OC)C=CC2 methyl 3-((1S,2S)-2-(6-(2,4-dioxo-1,2,3,4-tetrahydropyrimidin-5-yl)imidazo[1,2-b]pyridazin-8-yl)cyclopropyl)benzoate